C(C)(C)(C)OC(=O)N[C@H](C(=O)N1[C@@H](C[C@H](C1)O)C(=O)OCC(CC1=CC=C(C=C1)Br)=O)C(C)(C)C 3-(4-bromophenyl)-2-oxopropyl (2S,4R)-1-((S)-2-((tert-butoxycarbonyl)amino)-3,3-dimethylbutanoyl)-4-hydroxypyrrolidine-2-carboxylate